4-amino-8-(2-fluoro-5-((2-methyl-oxazol-4-yl)methoxy)phenyl)-2-oxo-N-propyl-1,2-dihydroquinoline-3-carboxamide NC1=C(C(NC2=C(C=CC=C12)C1=C(C=CC(=C1)OCC=1N=C(OC1)C)F)=O)C(=O)NCCC